CC1=C(C=NO1)C=1C=CC=2N(N1)C(=CN2)C2=CC=CC(=N2)NC2CC1(CNC1)CC2 N-(6-(6-(5-methylisoxazol-4-yl)imidazo[1,2-b]pyridazin-3-yl)pyridin-2-yl)-2-azaspiro[3.4]octan-6-amine